1H-pyrazolo[4,3-b]Pyridine-3-carboxamide N1N=C(C2=NC=CC=C21)C(=O)N